5-{2-[(3-exo)-8-azabicyclo[3.2.1]oct-3-yl-(methyl)amino][1,3]thiazolo[4,5-c]pyridin-6-yl}-2-methyl-2H-indazole-7-carbonitrile C12CC(CC(CC1)N2)N(C=2SC1=C(C=NC(=C1)C1=CC3=CN(N=C3C(=C1)C#N)C)N2)C